NC1=C(N=C2N1C=C(C=C2Br)C)C(=O)NCCC 3-amino-8-bromo-6-methyl-N-propylimidazo[1,2-a]pyridine-2-carboxamide